{1-[1-cyclopropyl-4-(trifluoromethyl)imidazol-2-yl]piperidin-4-yl}methanol C1(CC1)N1C(=NC(=C1)C(F)(F)F)N1CCC(CC1)CO